COC1=C2C(NC(=NC2=CC(=C1)OC)C1=CC=C(C=C1)N1CCN(CC1)CC1=C(C=NC=C1)N1C(NC(CC1)=O)=O)=O 1-(4-((4-(4-(5,7-dimethoxy-4-oxo-3,4-dihydroquinazolin-2-yl)phenyl)piperazin-1-yl)methyl)pyridin-3-yl)dihydropyrimidine-2,4(1H,3H)-dione